COC(=O)C1CCN(CC1)C(=O)OC(C)(C)C Piperidine-1,4-dicarboxylic acid 1-tert-butyl 4-methyl ester